FC1=C(C=C2C(=CC(NC2=C1OC)=O)C)NC(=O)C=1C=C2C(=NC1N1CCOCC1)COC2 N-(7-fluoro-8-methoxy-4-methyl-2-oxo-1H-quinolin-6-yl)-2-morpholino-5,7-dihydrofuro[3,4-b]pyridine-3-carboxamide